Cl.NC(C(=O)N[C@@H](CCCC1=CC=CC=C1)B1OC(C(O1)(C)C)(C)C)CC=1SC=CN1 2-amino-N-((R)-4-phenyl-1-(4,4,5,5-tetramethyl-1,3,2-dioxaborolan-2-yl)butyl)-3-(thiazol-2-yl)propanamide hydrochloride